Tert-Butyl 2-(5-(2-((4-(trifluoromethyl)phenyl)amino)phenyl)-1,3,4-oxadiazol-2-yl)pyrrolidine-1-carboxylate FC(C1=CC=C(C=C1)NC1=C(C=CC=C1)C1=NN=C(O1)C1N(CCC1)C(=O)OC(C)(C)C)(F)F